6-cyano-N-methyl-5-(4-((5-(2-oxobutanamido)isothiazol-3-yl)methyl)piperazin-1-yl)picolinamide C(#N)C1=C(C=CC(=N1)C(=O)NC)N1CCN(CC1)CC1=NSC(=C1)NC(C(CC)=O)=O